NNC(=S)NC1=C(C(=CC(=C1)Cl)CN1C[C@@H](N(CC1)C(C1=CC=CC=C1)=O)C)C 1-amino-3-[3-[[(3S)-4-benzoyl-3-methyl-piperazin-1-yl]methyl]-5-chloro-2-methyl-phenyl]thiourea